4-(6-(2-(3-methylbenzylidene)hydrazinyl)-9-(5-methylpyridin-2-yl)-9H-purin-2-yl)morpholine CC=1C=C(C=NNC2=C3N=CN(C3=NC(=N2)N2CCOCC2)C2=NC=C(C=C2)C)C=CC1